C(C)OC(=O)C=1C=NN(C1)CC=1C(=NC(=CC1)F)C 1-[(6-Fluoro-2-methylpyridin-3-yl)methyl]-1H-pyrazole-4-carboxylic acid ethyl ester